C(C)(C)(C)OC(=O)NC1=NC(=C(C(=N1)C=O)C(=O)[O-])OC (tert-butoxycarbonyl)amino-4-formyl-6-methoxypyrimidine-5-carboxylate